5-(5-(3-benzyl-1-((1-ethyl-1H-1,2,3-triazol-4-yl)sulfonyl)pyrrolidin-3-yl)-6-methyl-1H-indazol-1-yl)-1-methylpyridin-2(1H)-one C(C1=CC=CC=C1)C1(CN(CC1)S(=O)(=O)C=1N=NN(C1)CC)C=1C=C2C=NN(C2=CC1C)C=1C=CC(N(C1)C)=O